6-(3,5-dimethylpyrazol-1-yl)-2-[1-(2,6-dimethylpyrimidin-4-yl)piperidin-4-yl]pyridazin-3-one CC1=NN(C(=C1)C)C=1C=CC(N(N1)C1CCN(CC1)C1=NC(=NC(=C1)C)C)=O